C(=O)(O)C1=C(C=C(C(=O)OC)C#N)C=CC=C1O methyl 2-carboxy-3-hydroxy-α-cyanocinnamate